4-[4-fluoro-1-(pyrimidin-5-ylmethyl)benzoimidazol-2-yl]-1,2,5-oxadiazol-3-amine FC1=CC=CC=2N(C(=NC21)C=2C(=NON2)N)CC=2C=NC=NC2